C(C)(C)(C)[P+](C)(C)C tert-butyltrimethyl-phosphonium